tert-butyl N-[4-[tert-butoxycarbonyl(methyl)sulfamoyl]-2-[1-(1-carbamoylcyclopropyl)triazol-4-yl]phenyl]-N-[[4-(trifluoromethyl)phenyl]methyl]carbamate C(C)(C)(C)OC(=O)N(S(=O)(=O)C1=CC(=C(C=C1)N(C(OC(C)(C)C)=O)CC1=CC=C(C=C1)C(F)(F)F)C=1N=NN(C1)C1(CC1)C(N)=O)C